FC=1C=C2C(=C(C(NC2=CC1)=O)C(C(=O)O)C)C(F)(F)F 2-[6-fluoro-2-oxo-4-(trifluoromethyl)-1H-quinolin-3-yl]propanoic acid